C(C=C)(=O)NC1=C(C(=O)NC2=NNC3=CC(=CC=C23)C2=CC(=C(C=C2)F)OC)C=CC=C1 2-acrylamido-N-(6-(4-fluoro-3-methoxyphenyl)-1H-indazol-3-yl)benzamide